ClC=1C=CC2=C(N(CN(S2(=O)=O)[C@@H]([C@H](C)C2=C(C(=CC=C2F)C)C)C2=NNC(O2)=O)CCO)C1 5-((1S,2R)-1-(6-chloro-4-(2-hydroxyethyl)-1,1-dioxido-3,4-dihydro-2H-benzo[e][1,2,4]thiadiazin-2-yl)-2-(6-fluoro-2,3-dimethylphenyl)propyl)-1,3,4-oxadiazol-2(3H)-one